2H-Benzimidazole-2-one N=1C(N=C2C1C=CC=C2)=O